(4-(5-Chloropyrimidin-2-ylamino)-5-(4-fluorophenoxy)-2-nitrophenyl)carbamic acid ethyl ester C(C)OC(NC1=C(C=C(C(=C1)OC1=CC=C(C=C1)F)NC1=NC=C(C=N1)Cl)[N+](=O)[O-])=O